4-amino-8-iodo-N-propylisoquinoline-3-carboxamide NC1=C(N=CC2=C(C=CC=C12)I)C(=O)NCCC